C1(CC1)CNC1=NC=CC(=C1)C=1OC=C(N1)C(=O)NC=1C(=NN(C1)C1CCN(CC1)CC=1C=C2CN(C(C2=CC1)=O)C1C(NC(CC1)=O)=O)C(F)F 2-(2-((cyclopropylmethyl)amino)pyridin-4-yl)-N-(3-(difluoromethyl)-1-(1-((2-(2,6-dioxopiperidin-3-yl)-1-oxoisoindolin-5-yl)methyl)piperidin-4-yl)-1H-pyrazol-4-yl)oxazole-4-carboxamide